3-amino-8-[5-[5,5-difluoro-1-(2-methoxyethyl)-3-piperidyl]-1,3,4-oxadiazol-2-yl]-5,5,7-trifluoro-1-[[4-[5-(trifluoromethyl)-2-pyridyl]phenyl]methyl]-3,4-dihydro-1-benzazepin-2-one NC1C(N(C2=C(C(C1)(F)F)C=C(C(=C2)C=2OC(=NN2)C2CN(CC(C2)(F)F)CCOC)F)CC2=CC=C(C=C2)C2=NC=C(C=C2)C(F)(F)F)=O